FC(C(C=O)(F)F)(F)F pentafluoropropionaldehyde